((2-(((S)-1-((S)-2-((3-bromophenyl)(3-(dimethylamino)-3-oxopropyl)carbamoyl)pyrrolidin-1-yl)-3,3-dimethyl-1-oxobutan-2-yl)carbamoyl)benzo[b]thiophen-5-yl)difluoromethyl)phosphonic acid BrC=1C=C(C=CC1)N(C(=O)[C@H]1N(CCC1)C([C@H](C(C)(C)C)NC(=O)C1=CC2=C(S1)C=CC(=C2)C(F)(F)P(O)(O)=O)=O)CCC(=O)N(C)C